2-(4,5,5-trimethyl-2(5H)-furanyliden)-propandinitril CC1=CC(OC1(C)C)=C(C#N)C#N